ClC1=CC=C(OC2=CN(C3=C2N=C(N=C3)C3=C(C=CC=C3)C(C)C)COCC[Si](C)(C)C)C=C1 2-[[7-(4-chlorophenoxy)-2-(2-isopropylphenyl)pyrrolo[3,2-d]pyrimidin-5-yl]methoxy]ethyl-trimethyl-silane